4-amino-3-(4-bromophenyl)-1-(3-hydroxycyclohexanyl)-1,6-dihydro-7H-pyrazolo[3,4-d]pyridazin-7-one NC=1C2=C(C(NN1)=O)N(N=C2C2=CC=C(C=C2)Br)C2CC(CCC2)O